(+/-)-trans-methyl 3-((5-fluoro-2-(5-fluoro-1-tosyl-1H-pyrrolo[2,3-b]pyridin-3-yl)-6-(isoxazol-5-yl)pyrimidin-4-yl)amino)bicyclo[2.2.2]octane-2-carboxylate FC=1C(=NC(=NC1C1=CC=NO1)C1=CN(C2=NC=C(C=C21)F)S(=O)(=O)C2=CC=C(C)C=C2)NC2C(C1CCC2CC1)C(=O)OC